C(C)(C)(C)C=1C=CC=2N(C3=CC=C(C=C3C2C1)C(C)(C)C)C1=CC=C2C(=N1)OC1=C2C=C2C(OC3=NC(=CC=C32)N3C2=CC=C(C=C2C=2C=C(C=CC32)C(C)(C)C)C(C)(C)C)=C1C 2,8-bis(3,6-di-tert-butyl-9H-carbazol-9-yl)-11-methyl-Benzo[1'',2'':4,5;5'',4'':4',5']difuro[2,3-b:2',3'-b']dipyridine